[1,2,4]triazolo[4,3-b][1,2,4]triazine N=1N=CN2N=CC=NC21